C(C)OC(=O)CCC1C2C=CC(C1)C2=O 5-ethoxycarbonylethyl-7-oxo-bicyclo[2.2.1]Hept-2-ene